4,4-diisocyanato-cyclohexyl-methane N(=C=O)C1(CCC(CC1)C)N=C=O